FC=1C(=CC=C2C(=C(C(OC12)=O)CC1=C(C(=CC=C1)NS(NC)(=O)=O)F)C)OC1=NC=CC=C1F 8-fluoro-3-[[2-fluoro-3-(methylsulfamoylamino)phenyl]methyl]-7-[(3-fluoro-2-pyridinyl)oxy]-4-methyl-chromen-2-one